N-(3-(4-(2-mesityl-3-oxocycloprop-1-en-1-yl)-3,5-dimethylphenoxy)propyl)-4-methylbenzenesulfonamide C1(=C(C(=CC(=C1)C)C)C1=C(C1=O)C1=C(C=C(OCCCNS(=O)(=O)C2=CC=C(C=C2)C)C=C1C)C)C